ClC1=C2N=CN(C2=NC(=N1)I)C[C@@H]1SC[C@H]2OC(O[C@H]21)(C)C 6-chloro-9-(((3aR,4S,6aS)-2,2-dimethyltetrahydrothieno[3,4-d][1,3]dioxol-4-yl)methyl)-2-iodo-9H-purine